C(C)OC(=O)C1=NN(C(=C1[N+](=O)[O-])C)C1OCCCC1 5-methyl-4-nitro-1-(tetrahydro-2H-pyran-2-yl)-1H-pyrazole-3-carboxylic acid ethyl ester